2-(2-bromo-6-chloropyridin-4-yl)pyrazine BrC1=NC(=CC(=C1)C1=NC=CN=C1)Cl